rel-(S)-6-((5-((3-methoxyazetidin-1-yl)methyl)-3-methyl-1-oxoisoindolin-2-yl)methyl)benzo[d]oxazol-2(3H)-one COC1CN(C1)CC=1C=C2[C@@H](N(C(C2=CC1)=O)CC1=CC2=C(NC(O2)=O)C=C1)C |o1:10|